OB1N(N=CC2=C1C=C(C=C2)C(F)(F)F)C2=CC(=CC=C2)SC 1-Hydroxy-2-(3-methylsulfanylphenyl)-7-(trifluoromethyl)-2,3,1-benzodiazaborinine